BrC=1C(=NN(N1)C)C([2H])([2H])N(C(OC(C)(C)C)=O)C tert-butyl ((5-bromo-2-methyl-2H-1,2,3-triazol-4-yl)methyl-d2)(methyl)carbamate